NC1=C(C=C(C=C1)S(=O)(=O)NC)F 4-Amino-3-fluoro-N-methylbenzenesulfonamide